2,6-Difluoro-3-(1-methyl-6-(4-(methylsulfonyl)-4,7-diazaspiro[2.5]octan-7-yl)-1H-pyrazolo[3,4-d]pyrimidin-3-yl)-5-(trifluoromethyl)phenol FC1=C(C(=C(C=C1C1=NN(C2=NC(=NC=C21)N2CCN(C1(CC1)C2)S(=O)(=O)C)C)C(F)(F)F)F)O